N1=C(C=CC=C1)C1=NC=CC=C1.N1=C(C=CC=C1)C1=NC=CC=C1.[Ru] Ruthenium bis(2,2'-bipyridine)